N-(3-(N-(4-bromophenyl)-N-(4-oxobutyl)sulfamoyl)-4-methoxyphenyl)-2-(trifluoromethyl)-1H-imidazole-5-carboxamide BrC1=CC=C(C=C1)N(S(=O)(=O)C=1C=C(C=CC1OC)NC(=O)C1=CN=C(N1)C(F)(F)F)CCCC=O